CC(C=C)[Mg]Cl (but-3-en-2-yl)(chloro)magnesium